1-(4-(6-chloro-2-(2-(dimethylamino)ethyl-amino)-8-fluoro-7-(3-hydroxynaphthalen-1-yl)quinazolin-4-yl)piperazin-1-yl)prop-2-en-1-one ClC=1C=C2C(=NC(=NC2=C(C1C1=CC(=CC2=CC=CC=C12)O)F)NCCN(C)C)N1CCN(CC1)C(C=C)=O